O=C1C=C(OC2=C1C=CC=1N=C(NC12)C(F)(F)F)C1=CC=C(C#N)C=C1 4-(6-oxo-2-(trifluoromethyl)-1,6-dihydrochromeno[7,8-d]imidazol-8-yl)benzonitrile